CC1=C(C=CC=C1C)N1CCN(CC1)C(CN1N=C(C2=C1CCC2)C(=O)N2C[C@@H](N(CC2)C)C)=O 1-[4-(2,3-dimethylphenyl)piperazin-1-yl]-2-{3-[(3S)-3,4-dimethylpiperazine-1-carbonyl]-5,6-dihydrocyclopenta[c]pyrazol-1(4H)-yl}ethan-1-one